(11β,17β)-17-Hydroxy-11-[3,4-(methylenedioxy)phenyl]-17-(1-propyn-1-yl)estra-4,9-dien-3-one O[C@@]1([C@]2(C)[C@@H](CC1)[C@@H]1CCC3=CC(CCC3=C1[C@H](C2)C2=CC1=C(C=C2)OCO1)=O)C#CC